tert-butyl (3R)-3-[6-(4-cyclopropyl-2,6-dimethyl-phenyl)pyrido[2,3-b]pyrazin-3-yl]piperidine-1-carboxylate C1(CC1)C1=CC(=C(C(=C1)C)C=1C=CC=2C(=NC(=CN2)[C@H]2CN(CCC2)C(=O)OC(C)(C)C)N1)C